P(=O)(=O)C(C(C(=O)[O-])=O)O 3-Phospho-hydroxypyruvate